C(=O)(O)C(CC=1C=C(C(=O)O)C=CC1)CCC(NOC(CC)=O)=O 3-(2-Carboxy-5-oxo-5-((propionyloxy)amino)pentyl)benzoic acid